N3-(4-chlorophenyl)-1-(2,3,4-trifluorophenyl)sulfonyl-1,2,4-triazole-3,5-diamine ClC1=CC=C(C=C1)NC1=NN(C(=N1)N)S(=O)(=O)C1=C(C(=C(C=C1)F)F)F